C(=O)(O)C=1C(=C(C=CC1F)B(O)O)F 3-CARBOXY-2,4-DIFLUOROPHENYLBORONIC ACID